C(C)(C)(C)OC(=O)N1C[C@@H](CC1)C(C)=O (R)-3-acetylpyrrolidine-1-carboxylic acid tert-butyl ester